Ethyl 6-(3,4-dimethylphenyl)-4-oxo-3-(trifluoromethyl)-4,5-dihydropyrazolo[1,5-a]pyrazine-2-carboxylate CC=1C=C(C=CC1C)C=1NC(C=2N(C1)N=C(C2C(F)(F)F)C(=O)OCC)=O